Behenyltrimethylaminium chloride [Cl-].C(CCCCCCCCCCCCCCCCCCCCC)[N+](C)(C)C